C(CC)N[C@H]1CC2=C(N=C(S2)N)CC1 (R)-6-propylamino-4,5,6,7-tetrahydro-1,3-benzothiazole-2-amine